ClC=1C=C2C(=CN1)N(C=C2C(C)C2CCCC2)C 5-chloro-3-(1-cyclopentylethyl)-1-methylpyrrolo[2,3-c]pyridine